C(#C)C=1C=C(C=CC1)NC(=O)C1CN(CC(C1)(F)F)C(C1=CC(=CC(=C1)C1=CC=NC=C1)F)=O N-(3-ethynylphenyl)-5,5-difluoro-1-(3-fluoro-5-(pyridin-4-yl)benzoyl)piperidine-3-carboxamide